ClC1=NC=CC2=C1C1=C(S2)C=C(C=C1)[Si](C)(C)C 1-chloro-7-(trimethylsilyl)benzo[4,5]thieno[3,2-c]pyridine